Di-(methoxynaphthyl)-methylsulfonium tetrafluoroborate F[B-](F)(F)F.COC1=C(C2=CC=CC=C2C=C1)[S+](C)C1=C(C=CC2=CC=CC=C12)OC